CC1(C(NC2=NC(=CC=C21)C#CC2=NC=CC1=CN=C(C=C21)NC2=CC=C(C=C2)S(=O)(=O)C)=O)C 3,3-dimethyl-6-((7-((4-(methylsulfonyl)phenyl)amino)-2,6-naphthyridin-1-yl)ethynyl)-1,3-dihydro-2H-pyrrolo[2,3-b]pyridin-2-one